COC1=CC=C(CNC(=O)NC2CC3(CN(C3)C(C3=CC(=CC=C3)S(=O)(=O)C)=O)C2)C=C1 1-(4-methoxybenzyl)-3-(2-(3-(methylsulfonyl)benzoyl)-2-azaspiro[3.3]heptan-6-yl)urea